FC([C@@H]1[C@H](C1)C=1C=2N(N=C(C1)C=1C(=NC(=NC1)OC)OC)C(=CN2)F)F 8-((1S,2S)-2-(difluoromethyl)cyclopropaneyl)-6-(2,4-dimethoxypyrimidin-5-yl)-3-fluoroimidazo[1,2-b]pyridazine